COC(=O)C=1C=C(C=CC1O)NC(=O)C1=CC(=C(C(=O)NC=2C=CC(=C(C(=O)OC)C2)O)C=C1OCC1=CC=CC=C1)OCC1=CC=CC=C1 methyl 5-(4-(3-methoxycarbonyl-4-hydroxyphenylaminocarbonyl)-2,5-dibenzyloxybenzoylamino)-2-hydroxybenzoate